C1[C@@H](C)O1 |o1:1| R or S-propylene oxide